(S)-2-chloro-1-(7-(4-fluorobenzyl)-2-phenyl-2,3-dihydro-1H-pyrido[2,3-b][1,4]oxazin-1-yl)ethan-1-one ClCC(=O)N1C2=C(OC[C@@H]1C1=CC=CC=C1)N=CC(=C2)CC2=CC=C(C=C2)F